N1(CCC1)C(CN1C(N(C2=NC=C(C=C21)C2=CN=C(S2)C(F)(F)F)C)=O)=O 1-[2-(azetidin-1-yl)-2-oxo-ethyl]-3-methyl-6-[2-(trifluoromethyl)thiazol-5-yl]imidazo[4,5-b]pyridin-2-one